COC(=O)[C@]1(N[C@H]([C@H]([C@@H]1C1=CC=C(C=C1)OCC)[N+](=O)[O-])C1=CC=CC=C1)C (2S,3S,4S,5S)-3-(4-ethoxyphenyl)-2-methyl-4-nitro-5-phenylpyrrolidine-2-carboxylic acid methyl ester